[6-(3-cyclopropyl-1,2,4-triazol-1-yl)-2-azaspiro[3.3]heptan-2-yl]-[1-(hydroxymethyl)-4-bicyclo-[2.2.2]octanyl]methanone C1(CC1)C1=NN(C=N1)C1CC2(CN(C2)C(=O)C23CCC(CC2)(CC3)CO)C1